tert-butyl (1R,5S,8S)-8-({5-[2-fluoro-5-(trifluoromethyl) phenoxy]-1-(propan-2-yl)-1H-1,2,4-triazol-3-yl} amino)-3-azabicyclo[3.2.1]octane-3-carboxylate FC1=C(OC2=NC(=NN2C(C)C)NC2[C@H]3CN(C[C@@H]2CC3)C(=O)OC(C)(C)C)C=C(C=C1)C(F)(F)F